3-(4-Hydroxybenzo[b]thiophen-5-yl)-6-(((1R,2R)-2-hydroxycyclohexyl)amino)-4-methyl-1,2,4-triazine-5(4H)-one OC1=C(C=CC=2SC=CC21)C2=NN=C(C(N2C)=O)N[C@H]2[C@@H](CCCC2)O